N-[6-[(2S)-2-[2-(2-benzyloxyethoxy)ethoxy]propoxy]-4-methyl-3-pyridyl]acetamide C(C1=CC=CC=C1)OCCOCCO[C@H](COC1=CC(=C(C=N1)NC(C)=O)C)C